NC1=NC=CC(=N1)C1=CC=C(C=C1)NC(C1=CC=C(C=C1)Br)=O N-(4-(2-aminopyrimidin-4-yl)phenyl)-4-bromo-benzamide